C(#N)C1=CC=C(ON2N=NC(=C2)C(=O)O)C=C1 (4-cyanophenoxy)-1H-1,2,3-triazole-4-carboxylic acid